[4-(chloromethyl)-2-fluoro-6-methoxyphenyl]-1-methyl-4-(trifluoromethyl)imidazole ClCC1=CC(=C(C(=C1)OC)C=1N(C=C(N1)C(F)(F)F)C)F